4-(((2S,4S)-4-(3-chlorophenyl)-2-oxido-1,3,2-dioxaphosphinan-2-yl)amino)-1-((2R,4R,SR)-3,3-difluoro-4-hydroxy-5-(hydroxymethyl)tetrahydrofuran-2-yl)pyrimidin-2(1H)-one ClC=1C=C(C=CC1)[C@H]1O[P@](OCC1)(=O)NC1=NC(N(C=C1)[C@@H]1O[C@H]([C@H](C1(F)F)O)CO)=O |&1:23|